C(C1=CC=CC=C1)N1N=CC(=C1)C(=O)N1CC2(CN(C2)C(=O)[C@@H]2C(C2)(C)C)[C@@H](C1)C(=O)N[C@@H]([C@H](OCC1CCCCC1)C)C(=O)OC methyl N-((S)-6-(1-benzyl-1H-pyrazole-4-carbonyl)-2-((S)-2,2-dimethylcyclopropane-1-carbonyl)-2,6-diazaspiro[3.4]octane-8-carbonyl)-O-(cyclohexylmethyl)-L-threoninate